CC1(OB(OC1(C)C)C1=NN(C=C1)CC(F)(F)F)C 3-(4,4,5,5-tetramethyl-[1,3,2]dioxaborolan-2-yl)-1-(2,2,2-trifluoroethyl)pyrazole